ClC1=C(C=C(C=C1)C1(CN(CC1)C(=O)OCC1=CC=CC=C1)O)F benzyl 3-(4-chloro-3-fluoro-phenyl)-3-hydroxy-pyrrolidine-1-carboxylate